phenyl (3-methoxy-1,2,4-thiadiazol-5-yl)carbamate COC1=NSC(=N1)NC(OC1=CC=CC=C1)=O